5-(3-Fluoro-2-methylphenyl)-7-(trifluoromethoxy)imidazo[1,2-a]Quinoxaline-4(5H)-on FC=1C(=C(C=CC1)N1C(C=2N(C3=CC=C(C=C13)OC(F)(F)F)C=CN2)=O)C